5-(2,4-difluorophenyl)-4-hydroxy-6-methylnicotinic acid FC1=C(C=CC(=C1)F)C=1C(=NC=C(C(=O)O)C1O)C